1-[5-fluoro-4-[[4-(piperazin-1-yl)phenyl]amino]pyrimidin-2-yl]-1H-benzo[d]imidazol-2-amine FC=1C(=NC(=NC1)N1C(=NC2=C1C=CC=C2)N)NC2=CC=C(C=C2)N2CCNCC2